5-(2-chloro-5-(isobutyrylaminomethyl)benzoylamino)-1-(methoxymethyl)-N-(3-(trifluoromethoxy)phenyl)-1H-indole-2-carboxamide ClC1=C(C(=O)NC=2C=C3C=C(N(C3=CC2)COC)C(=O)NC2=CC(=CC=C2)OC(F)(F)F)C=C(C=C1)CNC(C(C)C)=O